N-(6-METHOXY-1-METHYL-1H-INDAZOL-7-YL)-N-METHYL-1-(2-(TRIFLUOROMETHYL)PYRIDIN-4-YL)-1H-PYRAZOLE-4-SULFONAMIDE COC1=CC=C2C=NN(C2=C1N(S(=O)(=O)C=1C=NN(C1)C1=CC(=NC=C1)C(F)(F)F)C)C